C1(CCCCCC1)C(=O)OC(CSCCCCCC(NCCCCO[Si](C(C)(C)C)(C1=CC=CC=C1)C1=CC=CC=C1)CCCCCOC(C(CCCCCCCC)CCCCCC)=O)CCCCCC 10-(5-((2-Hexyldecanoyl)oxy)pentyl)-2,2-dimethyl-3,3-diphenyl-4-oxa-16-thia-9-aza-3-silatetracosan-18-yl cycloheptanecarboxylate